methyl-2-phenyl-2-(2-piperidyl)acetate COC(C(C1NCCCC1)C1=CC=CC=C1)=O